2,3-dihydro-1,4-benzoxazine-7-carbonitrile O1CCNC2=C1C=C(C=C2)C#N